3-methyl-6-(trifluoromethyl)pyridine-3,4-diamine CC1(CN=C(C=C1N)C(F)(F)F)N